1-(bromomethyl)-4-nitro-2-(trifluoromethyl)-Benzene BrCC1=C(C=C(C=C1)[N+](=O)[O-])C(F)(F)F